BrC=1C(=C(C=CC1)C1(CC1)NC(C1=C(C=CC(=C1)OCCN(C)C)C)=O)C N-(1-(3-bromo-2-methylphenyl)cyclopropyl)-5-(2-(dimethylamino)ethoxy)-2-methylbenzamide